6-bromo-1-[(cis)-3-hydroxy-3-methylcyclobutyl]-1H,2H,3H,4H-pyrido[2,3-d]pyrimidin-2-one BrC1=CC2=C(N(C(NC2)=O)C2CC(C2)(C)O)N=C1